C(OCC)(OC=1C(=NC=CC1OC)C(N[C@@H](C)C=1SC(=NN1)C1=CC(=CC=C1)C(C)C)=O)=O (S)-ethyl (2-((1-(5-(3-isopropylphenyl)-1,3,4-thiadiazol-2-yl)ethyl)carbamoyl)-4-methoxypyridin-3-yl) carbonate